FC1(CCN(CC1)C1=NC2=CC(=C(C=C2C(=N1)NCCCOC(C)C)OC)OCCCN1CCCC1)F 2-(4,4-difluoropiperidin-1-yl)-N-(3-isopropoxypropyl)-6-methoxy-7-(3-(pyrrolidin-1-yl)propoxy)quinazolin-4-amine